C(#N)C1=CC(=C(C(=O)N2CCC(CC2)N2CC(C2)(CC#N)N2N=CC(=C2)C2=C3C(=NC=C2C#N)NC=C3)C(=C1)F)F 4-{1-[1-[1-(4-cyano-2,6-difluorobenzoyl)piperidin-4-yl]-3-(cyanomethyl)azetidin-3-yl]-1H-pyrazol-4-yl}-1H-pyrrolo[2,3-b]pyridine-5-carbonitrile